5'-O-(4,4'-dimethoxytrityl)-N4-benzoyldeoxycytidine COC1=CC=C(C(C2=CC=C(C=C2)OC)(C2=CC=CC=C2)OC[C@@H]2[C@H](C[C@@H](O2)N2C(=O)N=C(NC(C3=CC=CC=C3)=O)C=C2)O)C=C1